C1(=CC=CC=C1)C1NCCCC1 2-phenylhexahydropyridine